NC1=NC(=C2CC=NC2=N1)N 2-Amino-7-deazaadenine